(1r,3r)-3-((5-([1,2,4]triazolo[1,5-a]pyridin-7-yl)-4-methoxy-7H-pyrrolo[2,3-d]pyrimidin-2-yl)amino)-N,N,1-trimethylcyclobutane-1-carboxamide N=1C=NN2C1C=C(C=C2)C2=CNC=1N=C(N=C(C12)OC)NC1CC(C1)(C(=O)N(C)C)C